(R)-5-(1-(3,5-dichloropyridin-4-yl)ethoxy)-N-(1-ethyl-1H-pyrazol-4-yl)-1H-indazole-3-carboxamide ClC=1C=NC=C(C1[C@@H](C)OC=1C=C2C(=NNC2=CC1)C(=O)NC=1C=NN(C1)CC)Cl